7-(benzyloxy)-1,5-naphthyridin-4-ol C(C1=CC=CC=C1)OC1=CN=C2C(=CC=NC2=C1)O